(Oxetan-3-yl)-1H-tetrazol O1CC(C1)N1N=NN=C1